6-fluoro-3-methyl-2-(4-(trifluoromethyl)phenyl)-4H-chromen-4-one FC=1C=C2C(C(=C(OC2=CC1)C1=CC=C(C=C1)C(F)(F)F)C)=O